N-(5-((6-((R)-3-(2,3-difluorophenyl)-isoxazolidine-2-yl)pyrimidine-4-yl)amino)-4-methoxy-2-(4-(4-(oxetane-3-yl)piperazine-1-yl)piperidine-1-yl)phenyl)acrylamide FC1=C(C=CC=C1F)[C@@H]1N(OCC1)C1=CC(=NC=N1)NC=1C(=CC(=C(C1)NC(C=C)=O)N1CCC(CC1)N1CCN(CC1)C1COC1)OC